C(C)(C)(C)OC(=O)N1CCC(CC1)N1N=CC(=C1C)C=1C=C(C=2N(C1)N=CC2C#N)O[C@H](C)C2=NC=CC=C2 4-[4-[3-Cyano-4-[(1R)-1-(2-pyridinyl)ethoxy]pyrazolo[1,5-a]pyridin-6-yl]-5-methyl-pyrazol-1-yl]piperidine-1-carboxylic acid tert-butyl ester